ClC(CCCCCCCCCCCCCCCC)C1=NC=CC=C1 1-chloroheptadecyl-pyridine